C(C)OC(C(C)(C)N1C[C@H]([C@@H](C1)OCCOC)N(CC1=CC=CC=C1)CC1=CC=CC=C1)=O.C(C)C1=CC2=C(C3=CC=CC=C3C(=C2C=C1)C(CC(=O)OCC)C)C(CC(=O)OCC)C 2-ethyl-9,10-bis(ethoxycarbonylpropylene)anthracene ethyl-2-((3R,4R)-3-(dibenzylamino)-4-(2-methoxyethoxy)pyrrolidin-1-yl)-2-methylpropanoate